C(\C=C\C)N1C2(CC(C3=CC(=CC=C13)F)=O)CCNCC2 (E)-1'-(but-2-en-1-yl)-6'-fluoro-1'H-spiro[piperidine-4,2'-quinoline]-4'(3'H)-one